FC=1C=C(C=CC1NC1=NC(=NC=C1C(F)(F)F)C=1C=NN(C1)CCO)S(=O)(=O)N 3-fluoro-4-((2-(1-(2-hydroxyethyl)-1H-pyrazol-4-yl)-5-(trifluoromethyl)pyrimidin-4-yl)amino)benzenesulfonamide